C(C)OC1=CC(=NC=C1C#N)CN1C(C2=CC(=CC(=C2CC1)C(C(F)(F)F)O)\C=C\OCC)=O (E)-4-ethoxy-6-((7-(2-ethoxyvinyl)-1-oxo-5-(2,2,2-trifluoro-1-hydroxyethyl)-3,4-dihydroisoquinolin-2(1H)-yl)methyl)nicotinonitrile